FC=1C=C2CCN(CC2=CC1)C1=CC(=C(C(=C1)C)C1C2(CC2CC1)C(=O)N)C (4-(6-fluoro-3,4-dihydroisoquinolin-2(1H)-yl)-2,6-dimethylphenyl)bicyclo[3.1.0]hexane-1-carboxamide